2,3-bis(methoxycarbonyl)-4-methoxyphenol COC(=O)C1=C(C=CC(=C1C(=O)OC)OC)O